C(C)C1=C(C=C(C(=C1)O)F)C1=CC=C2C(=NNC2=C1)C1=NC2=C(N1)CN(C2)C(C(C)C)=O 1-(2-(6-(2-ethyl-5-fluoro-4-hydroxyphenyl)-1H-indazol-3-yl)-4,6-dihydropyrrolo[3,4-d]imidazol-5(1H)-yl)-2-methylpropan-1-one